COC1=CC=C(C=C1)C(OC[C@]1(O[C@H](CN(C1)CCCC)N1C(NC(C(=C1)C)=O)=O)CO[Si](C(C)C)(C(C)C)C(C)C)(C1=CC=CC=C1)C1=CC=C(C=C1)OC 1-[(2R,6S)-6-[[bis(4-methoxyphenyl)-phenyl-methoxy]methyl]-4-butyl-6-(triisopropylsilyloxymethyl)morpholin-2-yl]-5-methyl-pyrimidine-2,4-dione